C(CCCCCCCCCC)C(CCCCCCC)CCCCCCCCCCC di(undecyl)octane